C1(=CC=CC=C1)NC1=CC=CC(=N1)[NH-] 6-(phenylamino)pyridinylamide